4-(2-(3-aminopyrazin-2-yl)-5-(2-(fluoromethyl)-2H-1,2,3-triazol-4-yl)-3H-imidazo[4,5-b]pyridin-3-yl)benzyl acetate C(C)(=O)OCC1=CC=C(C=C1)N1C(=NC=2C1=NC(=CC2)C2=NN(N=C2)CF)C2=NC=CN=C2N